C1(=CC=CC=C1)C=1OC(CN1)=O 2-phenyl-4H-oxazol-5-one